cis-N-(4-(furan-2-yl)benzyl)-1-isobutyryl-6-methyl-4-(2-(tetrahydro-2H-pyran-4-yl)benzyl)piperazine-2-carboxamide O1C(=CC=C1)C1=CC=C(CNC(=O)[C@@H]2N([C@@H](CN(C2)CC2=C(C=CC=C2)C2CCOCC2)C)C(C(C)C)=O)C=C1